CC(CC[C@@H](C(=O)OC)NCC=1C=NC(=CC1)OC1=CC(=CC=C1)OCC(NCCOCCOCCOCCOCCOCCOCC#C)=O)(C)C methyl (2S)-5,5-dimethyl-2-[[6-[3-[2-oxo-2-[2-[2-[2-[2-[2-(2-prop-2-ynoxyethoxy)ethoxy]ethoxy]ethoxy]ethoxy]ethylamino]ethoxy]phenoxy]-3-pyridyl]methylamino]hexanoate